3-(2-amino-[1,2,4]triazolo[1,5-a]pyridin-7-yl)-N-(3-(4-chlorophenyl)-3-methylbutyl)-2-fluoro-6-methylbenzamide NC1=NN2C(C=C(C=C2)C=2C(=C(C(=O)NCCC(C)(C)C3=CC=C(C=C3)Cl)C(=CC2)C)F)=N1